N[C@@H]1CN(CCC1)C1=CC=C2C(N(C(=NC2=C1)C1=CC=C(C#N)C=C1)C1=CC=C(C=C1)C)=O (S)-4-(7-(3-aminopiperidin-1-yl)-3-(4-methylphenyl)-4-oxo-3,4-dihydroquinazolin-2-yl)benzonitrile